C(C)(C)(C)OC(=O)N1CC2(CCC1)CCN(CC2)C2CCNCC2 9-(piperidin-4-yl)-2,9-diazaspiro[5.5]undecane-2-carboxylic acid tert-butyl ester